bisallyl maleate C(\C=C/C(=O)OCC=C)(=O)OCC=C